tert-butyl (R)-4-(4'-chloro-2-(hydroxy(1-(4-(methoxycarbonyl)phenyl)piperidin-4-yl)methyl)-[1,1'-biphenyl]-4-yl)piperazine-1-carboxylate ClC1=CC=C(C=C1)C1=C(C=C(C=C1)N1CCN(CC1)C(=O)OC(C)(C)C)[C@@H](C1CCN(CC1)C1=CC=C(C=C1)C(=O)OC)O